4-({[5-(4-methylphenyl)-1,3-oxazol-2-yl]methyl}sulfanyl)-1,3,5-triazin CC1=CC=C(C=C1)C1=CN=C(O1)CSC1=NC=NC=N1